BrC1=C(C=O)C(=CC=C1)OCC1=CC=C(C=C1)OC 2-bromo-6-((4-methoxybenzyl)oxy)benzaldehyde